((2R,5R)-5-amino-2-methylpiperidin-1-yl)(2-(6-(cyclopropylmethyl)-6H-thieno[2,3-b]pyrrol-5-yl)-7-methoxy-1-methyl-1H-benzo[d]imidazol-5-yl)methanone N[C@@H]1CC[C@H](N(C1)C(=O)C1=CC2=C(N(C(=N2)C2=CC3=C(N2CC2CC2)SC=C3)C)C(=C1)OC)C